C(C)NS(=O)(=O)C1=CC(=C(C=C1)NC([C@H](CC1=CC=CC=C1)NC(OC(C)(C)C)=O)=O)F (S)-tert-butyl 1-(4-(N-ethylsulfamoyl)-2-fluorophenylamino)-1-oxo-3-phenylpropan-2-ylcarbamate